4-((2r,4s,6s)-2-fluoro-7-((5-methoxy-7-methyl-1H-indol-4-yl)methyl)-7-azaspiro[3.5]nonan-6-yl)benzoic acid FC1CC2(C1)C[C@H](N(CC2)CC2=C1C=CNC1=C(C=C2OC)C)C2=CC=C(C(=O)O)C=C2